3-((4-(4-(4-aminobenzyl)piperazin-1-yl)phenyl)amino)piperidine-2,6-dione NC1=CC=C(CN2CCN(CC2)C2=CC=C(C=C2)NC2C(NC(CC2)=O)=O)C=C1